ClC1=NC=C(C=2N1C=CN2)SC2=C(C(=CC=C2)Cl)Cl 5-chloro-8-((2,3-dichlorophenyl)thio)imidazo[1,2-c]Pyrimidine